1-isopropylamino-3-(4-chloro-1-naphthoxy)-2-propanol C(C)(C)NCC(COC1=CC=C(C2=CC=CC=C12)Cl)O